bis(4-hydroxyphenyl)-2,2-dichloroethylene OC1=CC=C(C=C1)C(=C(Cl)Cl)C1=CC=C(C=C1)O